ClC1=CC=C2C(=NC(N(C2=C1)C1=CC=C(C=C1)O)=O)NC 7-chloro-1-(4-hydroxyphenyl)-4-(methylamino)quinazolin-2(1H)-one